C(CC)C1N(C1CCC)S(=O)(=O)C1=CC=C(C)C=C1 2,3-dipropyl-1-p-toluenesulfonyl-aziridine